CC=1N=C(SC1C)[C@H](CC1=CC=C(C=C1)NS(O)(=O)=O)NC([C@H](CC1=CC=CC=C1)C(=O)OC)=O 4-{(S)-2-(4,5-Dimethylthiazol-2-yl)-2-[(S)-2-(methoxycarbonyl)-3-phenyl-propanamido]ethyl}phenylsulfamic acid